The molecule is an N(6)-acyl-L-lysine derivative in which the acyl group is specified as gamma-glutamyl. It is a tautomer of an epsilon-(gamma-glutamyl)lysine dizwitterion. C(CCNC(=O)CC[C@@H](C(=O)O)N)C[C@@H](C(=O)O)N